tert-Butyl 4-(3-amino-8-fluorochroman-7-yl)piperazine-1-carboxylate NC1COC2=C(C(=CC=C2C1)N1CCN(CC1)C(=O)OC(C)(C)C)F